Cl.FC(COC1=NC=C(C=N1)N1CC2(CC1)CCNCC2)(F)F 2-(2-(2,2,2-trifluoroethoxy)pyrimidin-5-yl)-2,8-diazaspiro[4.5]decane hydrochloride